C1(=CC=CC=C1)C1=C2C=CC(C(=C3C=CC(=C(C=4C=CC(=C(C5=CC=C1N5)C5=CC=CC=C5)N4)C4=CC=CC=C4)N3)C3=CC=CC=C3)=N2.[Fe] iron (tetraphenylporphyrin)